N-hydroxysuccinimide p-methoxybenzenesulfonate COC1=CC=C(C=C1)S(=O)(=O)O.ON1C(CCC1=O)=O